2-(5-chloro-2-methyl-4-norbornan-2-yl-phenyl)-4,4,5,5-tetramethyl-1,3,2-dioxaborolane ClC=1C(=CC(=C(C1)B1OC(C(O1)(C)C)(C)C)C)C1C2CCC(C1)C2